Di-tert-butyl-(2',4',6'-Tri-isopropyl-3,6-dimethoxy[Biphenyl]) C(C)(C)(C)C=1C(=C(C(=C(C1C(C)C)C1=CC(=CC=C1OC)OC)C(C)C)C(C)(C)C)C(C)C